di(stearyloxypropyl)amine C(CCCCCCCCCCCCCCCCC)OCCCNCCCOCCCCCCCCCCCCCCCCCC